1-(1-imidazolyl)-5-chloropentanone N1(C=NC=C1)CC(CCCCl)=O